C(C)(C)(C)OC(CN1CCC(CC1)N1CCC(CC1)CN1CCNCC1)=O 2-(4-(piperazin-1-ylmethyl)-[1,4'-bipiperidin]-1'-yl)acetic acid tert-butyl ester